C(CCCCCCC\C=C/CCCCCCCCCC)O Cis-9-eicosen-1-ol